C(C)C(COC(=O)N(C[C@H](O)[C@@H](O)[C@H](O)[C@H](O)CO)C)CCCC 2-ethylhexyloxycarbonyl-N-methylglucamine